3-methylpentadecanyl-succinic anhydride CC(CCC1C(=O)OC(C1)=O)CCCCCCCCCCCC